4-((1R,5S)-3,8-diazabicyclo[3.2.1]octan-3-yl)-8-fluoro-2-(((2-methylenetetrahydro-1H-pyrrolizin-7a(5H)-yl)methoxy)pyrido[4,3-d]pyrimidin-7-yl)-5-ethynyl-6-fluoronaphthalen-2-ol [C@H]12CN(C[C@H](CC1)N2)C2=CC(CC1=C(C=C(C(=C21)C#C)F)F)(O)C2=CC=1N=C(N=CC1C=N2)OCC21CCCN1CC(C2)=C